26-azido-3,6,9,12,15,18,21,24-octaoxahexacosan N(=[N+]=[N-])CCOCCOCCOCCOCCOCCOCCOCCOCC